O1COC2=C1C=CC(=C2)N2C=NC(=C2)NC=2C1=C(N=C(N2)N2[C@@H](CCC2)C(=O)N)SC=C1 (S)-1-(4-((1-(benzo[d][1,3]dioxol-5-yl)-1H-imidazol-4-yl)amino)thieno[2,3-d]pyrimidin-2-yl)pyrrolidine-2-carboxamide